(1R,2R)-2-(3-(2,6-dichloro-3,5-dimethoxybenzylamino)-1H-pyrazol-5-yl)cyclohexylcarbamic acid benzyl ester C(C1=CC=CC=C1)OC(N[C@H]1[C@@H](CCCC1)C1=CC(=NN1)NCC1=C(C(=CC(=C1Cl)OC)OC)Cl)=O